BrCCCCOC=1C=C2C(=CNC2=CC1)CCNC(C)=O N-(2-(5-(4-bromobutoxy)-1H-indol-3-yl)ethyl)acetamide